(3-hydroxypropyl)-6-(pyridin-3-yl)-1,4-dihydroquinoxaline-2,3-dione OCCCN1C(C(NC2=CC(=CC=C12)C=1C=NC=CC1)=O)=O